3-(6-((3-fluorophenyl)sulfonyl)-4,5,6,7-tetrahydrothieno[2,3-c]pyridin-2-yl)-5-(trifluoromethyl)-1,2,4-oxadiazole FC=1C=C(C=CC1)S(=O)(=O)N1CC2=C(CC1)C=C(S2)C2=NOC(=N2)C(F)(F)F